FC1=CC=C(C=C1)N1CC2(CCCCCC2)N(S(C2=C1C=C(C(=C2)O)C(F)(F)F)(=O)=O)C 5-(4-fluorophenyl)-8-hydroxy-2-methyl-7-(trifluoromethyl)-4,5-dihydro-2H-spiro[benzo[f][1,2,5]thiadiazepine-3,1'-cycloheptane] 1,1-dioxide